O=C(C(SC1CCCCC1)=O)C1=CC=CC=C1 S-cyclohexyl 2-oxo-2-phenylethanethioate